6-((1S,6S)-2,5-diazabicyclo[4.2.0]octan-2-yl)-5-ethyl-2-(2-methoxypyridin-4-yl)-2,4-dihydro-7H-[1,2,3]triazolo[4,5-b]pyridin-7-one trifluoroacetate FC(C(=O)O)(F)F.[C@H]12N(CCN[C@H]2CC1)C=1C(C=2C(NC1CC)=NN(N2)C2=CC(=NC=C2)OC)=O